((2S,5R)-4-propenoyl-2,5-dimethylpiperazin-1-yl)-6-chloro-1-(2-ethyl-6-(methylsulfonyl)phenyl)-7-(2-fluoro-6-hydroxyphenyl)pyrido[2,3-d]pyrimidin-2(1H)-one C(C=C)(=O)N1C[C@@H](N(C[C@H]1C)C=1C2=C(N(C(N1)=O)C1=C(C=CC=C1S(=O)(=O)C)CC)N=C(C(=C2)Cl)C2=C(C=CC=C2O)F)C